C(N)(OCCCS(=O)(=O)Cl)=O (3-(chlorosulfonyl) propyl) carbamate